(Z)-5-(3,5-difluorophenyl)pent-3-en FC=1C=C(C=C(C1)F)C\C=C/CC